C(C(=C)C)(=O)OCCOC(C(=C)C)=O ethylene glycol dimethacrylate